2-[[4-(1,8-diazaspiro[5.5]undecan-8-yl)-3-(3,5-dimethylisoxazol-4-yl)pyrrolo[2,3-b]pyridin-1-yl]methoxy]ethyl-trimethyl-silane N1CCCCC12CN(CCC2)C2=C1C(=NC=C2)N(C=C1C=1C(=NOC1C)C)COCC[Si](C)(C)C